CC1=C(C=C(C=O)C=C1)C(F)(F)F 4-methyl-3-trifluoromethylbenzaldehyde